2,5-Dihydroxybenzohydrazide OC1=C(C(=O)NN)C=C(C=C1)O